C[C@H]1CC[C@@H](N(C1)C(C(=O)NC=1C=C(C=NC1)C(=O)N)=O)C1=CC=C(C=C1)N1N=CC(=C1)C |r| rac-5-{2-[(2R,5S)-5-Methyl-2-[4-(4-methyl-1H-pyrazol-1-yl)phenyl]piperidin-1-yl]-2-oxoacetamido}pyridine-3-carboxamide